N'-(2-ethyl-4-hydroxyphenyl)-6-phenyl-4-((cis-2-(trifluoromethyl)cyclohexyl)amino)pyrrolo[1,2-b]pyridazine-3-carboximidamide C(C)C1=C(C=CC(=C1)O)N=C(N)C1=C(C=2N(N=C1)C=C(C2)C2=CC=CC=C2)N[C@H]2[C@H](CCCC2)C(F)(F)F